N-[3-(1H-benzimidazol-2-yl)phenyl]-2-[(2-methylpropyl)thio]acetamide N1C(=NC2=C1C=CC=C2)C=2C=C(C=CC2)NC(CSCC(C)C)=O